FC(C=1C=C(CC2=CC(=NC=C2)N2N=NC3=C2CCCC3=O)C=CC1)(F)F 1-(4-(3-(trifluoromethyl)benzyl)pyridin-2-yl)-1,5,6,7-tetrahydro-4H-benzo[d][1,2,3]triazol-4-one